ClC=1C(=NC=CC1)N1N=C(C=C1C(=O)O)CN1N=C(N=N1)C(F)(F)F 1-(3-chloropyridin-2-yl)-3-[(5-(trifluoromethyl)-2H-tetrazol-2-yl)methyl]-1H-pyrazole-5-carboxylic acid